C(=O)O.C(=O)(OC(C)(C)C)N[C@@H](CC1=CC=CC=C1)C(=O)O Boc-Phenylalanine formate